methyl (S)-1-((3-bromo-4-((S)-3-hydroxypyrrolidin-1-yl)phenyl)sulfonyl)azetidine-2-carboxylate BrC=1C=C(C=CC1N1C[C@H](CC1)O)S(=O)(=O)N1[C@@H](CC1)C(=O)OC